4-(1-(2,6-difluoro-4-(3-methyl-1H-1,2,4-triazol-1-yl)phenyl)ethoxy)phenyl sulfurofluoridate S(OC1=CC=C(C=C1)OC(C)C1=C(C=C(C=C1F)N1N=C(N=C1)C)F)(=O)(=O)F